2-{5-methanesulfonyl-2-[(3-{4-[(1-methylpiperidin-4-yl)amino]-1-(2,2,2-trifluoroethyl)-1H-indol-2-yl}prop-2-yn-1-yl)amino]phenoxy}acetamide CS(=O)(=O)C=1C=CC(=C(OCC(=O)N)C1)NCC#CC=1N(C2=CC=CC(=C2C1)NC1CCN(CC1)C)CC(F)(F)F